COC=1C=C2C[C@H](N=C(C2=C(C1)OC)C)C |r| racemic-6,8-dimethoxy-1,3-dimethyl-3,4-dihydroisoquinoline